S1C=NC2=C1C=1C=CC(=CC1OC2)CC(=O)N[C@H]2N(C[C@@H](C2)O)C([C@H](C(C)(C)C)NC(CCCCCC(=O)O)=O)=O 7-(((S)-1-((2S,4R)-2-(((4H-chromeno[3,4-d]thiazol-7-yl)methyl)formamido)-4-hydroxypyrrolidin-1-yl)-3,3-dimethyl-1-oxobutan-2-yl)amino)-7-oxoheptanoic acid